2-bromo-9-(4-(tert-butyl)pyridin-2-yl)-9H-carbazole BrC1=CC=2N(C3=CC=CC=C3C2C=C1)C1=NC=CC(=C1)C(C)(C)C